O=C1NC([C@@](N1)(C(C)C)CNC(=O)C1=NN(N=C1)C1=CC=CC=C1)=O |r| rac-N-[(2,5-dioxo-4-(propan-2-yl)imidazolidin-4-yl)methyl]-2-phenyl-2H-1,2,3-triazole-4-carboxamide